FC1=CC=C(C=C1)C1OCCN(C1)C=1C=NC=2CCN(CC2C1)C=1C(=CC=2N(N1)C(C=CN2)=O)C 7-(3-(2-(4-fluorophenyl)morpholino)-7,8-dihydro-1,6-naphthyridin-6(5H)-yl)-8-methyl-4H-pyrimido[1,2-b]pyridazin-4-one